C(C=C)(=O)N1C[C@@H](N(C[C@H]1C)C1=C(C(N2C3=C(C(=CC=C13)C1=C(C=C(C=C1)F)F)OC[C@H]2CN(C)C)=O)C#N)C (R)-7-((2S,5R)-4-acryloyl-2,5-dimethylpiperazin-1-yl)-10-(2,4-difluorophenyl)-3-((dimethylamino)methyl)-5-oxo-3,5-dihydro-2H-[1,4]oxazino[2,3,4-ij]quinoline-6-carbonitrile